C[N+]1(CCCC1)CCCCOC N-methyl-N-methoxybutyl-pyrrolidinium